[Li].BrC=1N=C(N(N1)C1=NC=C(C=C1)OCC(F)(F)F)C(C)NC(C1=CC(=CC(=C1)C(F)(F)F)Cl)=O N-[1-[5-bromo-2-[5-(2,2,2-trifluoroethoxy)-2-pyridyl]-1,2,4-triazol-3-yl]ethyl]-3-chloro-5-(trifluoromethyl)benzamide lithium